IC1=C(C(=CC=C1)[N+](=O)[O-])OC([2H])([2H])[2H] 1-iodo-2-(methoxy-d3)-3-nitrobenzene